N-methyl-N-(oxetan-4-yl)-2-(1-phenyl-1H-pyrazol-4-yl)-1,3-thiazole-4-carboxamide CN(C(=O)C=1N=C(SC1)C=1C=NN(C1)C1=CC=CC=C1)C1CCO1